FC1=C2C=CNC2=CC(=C1OC=1C=C(C=CC1)C=1NC(=CN1)C(C)(O)C=1C=C(CC2C(NC(S2)=O)=O)C=CC1)F 5-(3-(1-(2-(3-((4,6-Difluoro-1H-indol-5-yl)oxy)phenyl)-1H-imidazol-5-yl)-1-hydroxyethyl)benzyl)thiazolidine-2,4-dione